2-(2-(Benzyloxy)-4-fluoro-6-(trifluoromethyl)phenyl)4,4,5,5-tetramethyl-1,3,2-dioxaborolane C(C1=CC=CC=C1)OC1=C(C(=CC(=C1)F)C(F)(F)F)B1OC(C(O1)(C)C)(C)C